[Sn].[Mg].[Al] aluminum magnesium-tin